ClC1=CC=C(C(=C1)C1=CC=C(C=C1)C)C(=O)NC[C@]1(NC(NC1=O)=O)C1CC1 5-chloro-N-{[(4R)-4-cyclopropyl-2,5-dioxoimidazolidin-4-yl]methyl}-4'-methyl[biphenyl]-2-carboxamide